2-(trifluoromethyl)spiro[6,7-dihydro-1,6-naphthyridin-8,1'-cyclopropane]-5-one FC(C1=NC2=C(C=C1)C(NCC21CC1)=O)(F)F